FC1=C(OC2=C1C1=C(C=C2OC)SC(=C1)C(C[C@H](C(=O)O)C)=O)C (R)-4-(1-fluoro-4-methoxy-2-methylthieno[3,2-e]benzofuran-7-yl)-2-methyl-4-oxobutanoic acid